2-benzyl-2-azaspiro[3.3]heptan-6-yl (2S)-4-(5-cyanopyrimidin-2-yl)-2-methylpiperazine-1-carboxylate C(#N)C=1C=NC(=NC1)N1C[C@@H](N(CC1)C(=O)OC1CC2(CN(C2)CC2=CC=CC=C2)C1)C